C1=NC=CC2=C1CC(C2)C=O 6,7-dihydro-5H-cyclopenta[c]Pyridine-6-carbaldehyde